6-fluoro-1,3-benzoxazol-2-amine FC1=CC2=C(N=C(O2)N)C=C1